C(=O)OC1=CC2=CC=C(C(=C2C(=C1)C1=C(C(=C2C(=NC(=NC2=C1F)OCC1(CC1)CO)N1CC2CCC(C1)N2)OC)F)C#C)F 4-(4-(3,8-diazabicyclo[3.2.1]octan-3-yl)-6,8-difluoro-2-((1-(hydroxymethyl)cyclopropyl)methoxy)-5-methoxyquinazolin-7-yl)-5-ethynyl-6-fluoronaphthalen-2-ol formate